(R)-(1-(2-hydroxy-2-methylpropyl)piperidin-3-yl)carbamic acid tert-butyl ester C(C)(C)(C)OC(N[C@H]1CN(CCC1)CC(C)(C)O)=O